BrC1=CC(=C2C=NN(C2=C1)C1OCCCC1)C=1N=NN(C1)CC=1N=C2N(C=C(C=C2)C=O)C1 2-((4-(6-bromo-1-(tetrahydro-2H-pyran-2-yl)-1H-indazol-4-yl)-1H-1,2,3-triazol-1-yl)methyl)imidazo[1,2-a]pyridine-6-carbaldehyde